ClC=1C=CC2=C(C(CC(O2)C(=O)NC23CC(C2)(C3)NC(COC3CC(C3)OC(F)(F)F)=O)O)C1 6-chloro-4-hydroxy-N-[3-(2-{[(1s,3s)-3-(trifluoromethoxy)cyclobutyl]oxy}acetamido)bicyclo[1.1.1]pentan-1-yl]-3,4-dihydro-2H-1-benzopyran-2-carboxamide